1-[5-([4-(Aminomethyl)phenyl]methylamino)-4-fluoro-3-[5-hydroxy-1-(3-hydroxypyrrolidin-1-carbonyl)-2-methylpyrrolidin-3-yl]-1H-pyrazol-1-yl]-3-hydroxy-2,2-dimethylpropan-1-on NCC1=CC=C(C=C1)CNC1=C(C(=NN1C(C(CO)(C)C)=O)C1C(N(C(C1)O)C(=O)N1CC(CC1)O)C)F